P(=O)(=O)C=1N=CC=2C(N1)=NC(CC2)=O phosphopyrido[2,3-d]pyrimidin-7-one